ethylcyclohexylbis(methoxymethyl)silane C(C)[Si](COC)(COC)C1CCCCC1